4-chloro-7-[[(3r,4r)-1-(4-chloro-2,6-difluorophenyl)-3,4-dihydroxypiperidin-4-yl]methoxy]-3H-1,3-benzothiazol-2-one ClC1=CC=C(C2=C1NC(S2)=O)OC[C@]2([C@@H](CN(CC2)C2=C(C=C(C=C2F)Cl)F)O)O